COC(=O)C1=NC(=NC(=C1Cl)N)C1CC1 6-amino-5-chloro-2-cyclopropyl-pyrimidine-4-carboxylic acid methyl ester